1-[(4S)-7-(3,5-dimethylisoxazol-4-yl)-4-pyridin-2-yl-4,5-dihydroimidazo[1,5,4-de][1,4]benzoxazin-2-yl]-N-methylpiperidine-4-carboxamide CC1=NOC(=C1C1=CC=C2C=3N([C@H](COC31)C3=NC=CC=C3)C(=N2)N2CCC(CC2)C(=O)NC)C